FC(C(=O)O)(F)F.CNC1CC(C1)C1=CC(=CC=C1)C1(CC1)C N-Methyl-3-(3-(1-methylcyclopropyl)phenyl)cyclobutan-1-amine, trifluoroacetate salt